diglycerolide diacrylate C(C=C)(=O)[O-].C(C=C)(=O)[O-].[O-]CC(O)CO.[O-]CC(O)CO